5-amino-N-ethylnicotinamide NC=1C=NC=C(C(=O)NCC)C1